5-fluoro-6-phenyl-3,4-dihydroisoquinoline FC1=C2CCN=CC2=CC=C1C1=CC=CC=C1